C(C1=CC=CC=C1)N1CCC2(CC1)CCC(CC2)CN2C(=CC=C2)CO (S)-(1-((3-benzyl-3-azaspiro[5.5]undec-9-yl)methyl)pyrrol-2-yl)methanol